benzyl (2-(2-oxoimidazolidin-4-yl) ethyl)carbamate O=C1NCC(N1)CCNC(OCC1=CC=CC=C1)=O